N-(5-(2,3-Dihydrobenzo[b][1,4]dioxine-6-carboxamido)-2-methylpyridin-3-yl)benzo[d]thiazole-6-carboxamide O1C2=C(OCC1)C=C(C=C2)C(=O)NC=2C=C(C(=NC2)C)NC(=O)C2=CC1=C(N=CS1)C=C2